O=S1(CCC(CC1)N(C(OC(C)(C)C)=O)CC=1C=C2C=CC(=NC2=CC1)C=O)=O tert-butyl (1,1-dioxidotetrahydro-2H-thiopyran-4-yl)((2-formylquinolin-6-yl)methyl)carbamate